CN1C(=NC2=C1C=CC=C2)CN2CCN(CC2)C2=C(C=CC(=C2)C(F)(F)F)C=2N=NNN2 1-methyl-2-[[4-[2-(2H-tetrazol-5-yl)-5-(trifluoromethyl)phenyl]piperazin-1-yl]methyl]benzimidazole